N1=C(C=CC(=C1)[C@H](C(=O)NC1=NC=C(C(=C1)C1=C2N(N=C1)CC(C2)(C)C)Cl)C)C=2C=NC=CC2 (R)-2-([2,3'-bipyridinyl]-5-yl)-N-(5-chloro-4-(5,5-dimethyl-5,6-dihydro-4H-pyrrolo[1,2-b]pyrazol-3-yl)pyridin-2-yl)propionamide